2-(tert-butoxycarbonyl)-2-azaspiro[3.3]hept-6-yl 4-(((3R,4R)-1-(2-cyanoacetyl)-4-methylpiperidin-3-yl) (methyl) amino)-7H-pyrrolo[2,3-d]pyrimidine-7-carboxylate C(#N)CC(=O)N1C[C@@H]([C@@H](CC1)C)N(C=1C2=C(N=CN1)N(C=C2)C(=O)OC2CC1(CN(C1)C(=O)OC(C)(C)C)C2)C